CC1(OB(OC1(C)C)B1OC(C(O1)(C)C)(C)C)C 4,4,5,5-tetramethyl-2-(Tetramethyl-1,3,2-dioxaborol-2-yl)-1,3,2-dioxaborolane